Cl.NCCOCCOCCOCCOCCNC(CCC(C(=O)O)N1CCN(CCN(CCN(CC1)CC(=O)O)CC(=O)O)CC(=O)O)=O 2,2',2''-(10-(1-amino-19-carboxy-16-oxo-3,6,9,12-tetraoxa-15-azanonadecan-19-yl)-1,4,7,10-tetraazacyclododecane-1,4,7-triyl)triacetic acid hydrochloride